1-(2,2-Difluoro-3β,7β-dihydroxy-5β-cholan-24-oyl)piperidin FC1([C@@H](C[C@H]2C[C@@H]([C@H]3[C@@H]4CC[C@H]([C@@H](CCC(=O)N5CCCCC5)C)[C@]4(CC[C@@H]3[C@]2(C1)C)C)O)O)F